fluoropyridineamine FC=1C(=NC=CC1)N